2-(4-amino-2-chloro-6-fluorophenyl)-6-(3-((benzyloxy)methyl)-4-ethyl-5-oxo-4,5-dihydro-1H-1,2,4-triazol-1-yl)-4-cyclopropylisoquinolin-1(2H)-one NC1=CC(=C(C(=C1)F)N1C(C2=CC=C(C=C2C(=C1)C1CC1)N1N=C(N(C1=O)CC)COCC1=CC=CC=C1)=O)Cl